4-Chloropyrrolo[4,3,2-de]quinolin-2(1H)-one ClC=1N=C2C=CC=C3C2=C(C1)C(N3)=O